FC=1CCN(CC1C(=O)N1CCN(CC1)C1=NC=C(C=N1)C(F)(F)F)C1CCC=2C1=NNC(C2C(F)(F)F)=O 7-(4-Fluoro-5-(4-(5-(trifluoromethyl)pyrimidin-2-yl)piperazine-1-carbonyl)-3,6-dihydropyridin-1(2H)-yl)-4-(trifluoromethyl)-2,5,6,7-tetrahydro-3H-cyclopenta[c]pyridazin-3-one